N1-(3-((4-(bis(4-cyclopropylphenyl)methyl)piperazin-1-yl)methyl)-4-(trifluoromethyl)phenyl)-N1,N2,N2-trimethylethan-1,2-diamine C1(CC1)C1=CC=C(C=C1)C(N1CCN(CC1)CC=1C=C(C=CC1C(F)(F)F)N(CCN(C)C)C)C1=CC=C(C=C1)C1CC1